OC=1C(=CC(=C2C=CC=NC12)[N+](=O)[O-])C(C#CC1=CC=CC=C1)NC(CCCC)=O N-[1-(8-hydroxy-5-nitroquinolin-7-yl)-3-phenylprop-2-yn-1-yl]pentanamide